O[C@H](C(=O)N1C[C@@H]2[C@H](C1)CC(C2)NC2=C1C(=NC=C2C=2SC(=CN2)C2(CCC2)C(=O)O)NC=C1)C 1-(2-(4-(((3aR,5R,6aS)-2-((S)-2-hydroxypropanoyl)octahydrocyclopenta[c]-pyrrol-5-yl)amino)-1H-pyrrolo[2,3-b]pyridin-5-yl)thiazol-5-yl)cyclobutane-1-carboxylic acid